1-(4-(3-((4-phenoxyphenyl)amino)-1,4,5,6,8-pentazaacenaphthylen-5(1H)-yl)piperidin-1-yl)but-2-en-1-one O(C1=CC=CC=C1)C1=CC=C(C=C1)NC=1C2=CNC=3N=CN=C(N(N1)C1CCN(CC1)C(C=CC)=O)C32